FC1([C@@H]2[C@H](C3=C1N(N=C3C(=O)OCC)CC(=O)OC)C2)F (3bR,4aS)-ethyl 5,5-difluoro-1-(2-methoxy-2-oxoethyl)-3b,4,4a,5-tetrahydro-1H-cyclopropa[3,4]cyclopenta[1,2-c]pyrazole-3-carboxylate